3-bromo-2-chloro-N,N-bis(4-methoxybenzyl)-5-methylaniline BrC=1C(=C(N(CC2=CC=C(C=C2)OC)CC2=CC=C(C=C2)OC)C=C(C1)C)Cl